C(C)(C)OC1=NC=C2C=NC(=NN21)SC 7-isopropoxy-2-(methylsulfanyl)imidazo[4,3-f][1,2,4]triazine